O(O)C1=C(C(=O)OC(C)(C)C)C=CC=C1 Tert-butyl peroxylbenzoate